3-({[(4R)-7-cyclopropyl-3,4-dihydro-2H-chromen-4-yl]methyl}amino)pyridine-4-carboxylic acid C1(CC1)C1=CC=C2[C@@H](CCOC2=C1)CNC=1C=NC=CC1C(=O)O